N-(6-(furan-3-yl)-2-(2-morpholinoethyl)-2H-indazol-5-yl)-2-(pyridin-3-yl)thiazole-4-carboxamide O1C=C(C=C1)C=1C(=CC2=CN(N=C2C1)CCN1CCOCC1)NC(=O)C=1N=C(SC1)C=1C=NC=CC1